(5-Tetradecanoyl furan-2-yl) methanesulfonate CS(=O)(=O)OC=1OC(=CC1)C(CCCCCCCCCCCCC)=O